4'-n-pentyloxy-4-cyanobiphenyl C(CCCC)OC1=CC=C(C=C1)C1=CC=C(C=C1)C#N